C(C)C(COC(C(CCCC(CN(CC(CCCCC(=O)OCC(CC)CC)O)CCCCC(=O)OC(C)(C)C)O)CC(CC)CC)=O)CC 2-ethylbutyl-7-{[5-(tert-butoxy)-5-oxopentyl][7-(2-ethylbutoxy)-2-hydroxy-7-oxoheptyl]amino}-6-hydroxyheptanoic acid 2-ethylbutyl ester